NC1CCC(CC1)NC1=NC(=NC=C1C(F)(F)F)NC=1N(C(C2=CC=CC=C2C1)=O)C1=CC=CC=C1C#N ((4-(((1s,4s)-4-aminocyclohexyl)amino)-5-trifluoromethylpyrimidin-2-yl)amino)-1-oxoisoquinoline-2(1H)-benzonitrile